5-(5-cyano-6-(3-hydroxyazetidin-1-yl)pyridin-3-yl)-N-cyclopropyl-2-fluoro-4-methylbenzamide C(#N)C=1C=C(C=NC1N1CC(C1)O)C=1C(=CC(=C(C(=O)NC2CC2)C1)F)C